N-(5-(((2S,4R)-4-((6,7-difluoroquinoxalin-2-yl)oxy)-2-methylpyrrolidin-1-yl)methyl)thiazol-2-yl)acetamide FC=1C=C2N=CC(=NC2=CC1F)O[C@@H]1C[C@@H](N(C1)CC1=CN=C(S1)NC(C)=O)C